Benzyl (1S,3S,5S)-5-(thiazol-2-ylmethyl)-2-azabicyclo[3.1.0]hexane-3-carboxylate S1C(=NC=C1)C[C@@]12C[C@H](N[C@H]2C1)C(=O)OCC1=CC=CC=C1